Cl.COC1=NC(=CC=C1NC(=O)C=1C(=NOC1C)C1=CC=CC=C1)C=1C=NC(=NC1)CNC N-[2-Methoxy-6-[2-(methylaminomethyl)pyrimidin-5-yl]-3-pyridyl]-5-methyl-3-phenyl-isoxazole-4-carboxamide hydrochloride